alpha-xylose O[C@@H]1[C@H](O)[C@@H](O)[C@H](O)CO1